C(#N)C1=C(C=2N(C=C1)N=CC2NC2=CC(=NC=C2C(=O)NC([2H])([2H])[2H])NC(=O)[C@H]2[C@H](C2)F)OC 4-((5-Cyano-4-methoxypyrazolo[1,5-a]pyridin-3-yl)amino)-6-((1S,2S)-2-fluorocyclopropane-1-carboxamido)-N-(methyl-d3)nicotinamide